C[C@H]1N(CCC1)CC(=S)NC1=CC=C(C=C1)OC1CC(C1)N1CCCCC1 (R)-2-(2-methylpyrrolidin-1-yl)-N-(4-(3-(piperidin-1-yl)cyclobutyloxy)phenyl)thioacetamide